(2S,4S)-1-((S)-2-amino-3,3-dimethylbutyryl)-4-fluoro-N-((S)-1-(4-(4-methylthiazol-5-yl)phenyl)ethyl)pyrrolidine-2-carboxamide N[C@H](C(=O)N1[C@@H](C[C@@H](C1)F)C(=O)N[C@@H](C)C1=CC=C(C=C1)C1=C(N=CS1)C)C(C)(C)C